(R)-2-((4-(hydroxyimino)-1-oxo-1,4-dihydronaphthalen-2-yl)amino)-3-phenyl-N-(4-(trifluoromethyl)phenyl)-propionamide ON=C1C=C(C(C2=CC=CC=C12)=O)N[C@@H](C(=O)NC1=CC=C(C=C1)C(F)(F)F)CC1=CC=CC=C1